2-[1-[4-Oxo-2-phenyl-6-(trifluoromethyl)-chromen-8-yl]ethylamino]benzoic acid O=C1C=C(OC2=C(C=C(C=C12)C(F)(F)F)C(C)NC1=C(C(=O)O)C=CC=C1)C1=CC=CC=C1